2-(2,6-dibromo-4-fluorophenyl)propionic acid methyl ester COC(C(C)C1=C(C=C(C=C1Br)F)Br)=O